3-(5-(1-(2-fluorobenzyl)piperidin-4-yl)-1-oxoisoindolin-2-yl)piperidine-2,6-dione FC1=C(CN2CCC(CC2)C=2C=C3CN(C(C3=CC2)=O)C2C(NC(CC2)=O)=O)C=CC=C1